BrC1=CC2=C(NC(=N2)C2=CC(=NN2)NC(=O)C=2C=NC(=CC2)N2CCOCC2)C=C1 N-[5-(5-bromo-1H-benzimidazol-2-yl)-1H-pyrazol-3-yl]-6-morpholino-pyridine-3-carboxamide